COC1=CN=C2C(=N1)CC1CCC2N1 (±)-2-methoxy-6,7,8,9-tetrahydro-5H-5,8-epiminocyclohepta[b]pyrazine